FC1=C(C(=CC(=C1)C)F)\N=C/1\NC(N2C(C3=CC(=C(C=C3CC2)OC)OC)=C1)=O (E)-2-((2,6-difluoro-4-methylphenyl)imino)-9,10-dimethoxy-2,3,6,7-tetrahydro-4H-pyrimido[6,1-a]isoquinolin-4-one